C(#N)C(=C(O)C1=CC=C(C=C1)CC(=O)NC1=CC(=NO1)CC(C)(C)C)C#N 2-[4-(2,2-dicyano-1-hydroxyeth-1-en-1-yl)phenyl]-N-[3-(2,2-dimethylpropyl)-1,2-oxazol-5-yl]acetamide